FC1(C(C=2C(=CNC2CC1)C(F)(F)F)O)F 5,5-difluoro-4-hydroxyl-3-(trifluoromethyl)-4,5,6,7-tetrahydro-1H-indol